C(CC\C=C/CCCCC)(=O)OCCCCCCC(C)C 7-Methyloctyl (Z)-4-decenoate